5,16-Pregnadien-3β-ol CCC1=CC[C@H]2[C@@H]3CC=C4C[C@H](CC[C@]4(C)[C@H]3CC[C@]12C)O